ClC=1C(NN=CC1N1C[C@@H](CC1)OC1=NC=CC(=C1)N1C(CNCC1)(C)C)=O (R)-4-chloro-5-(3-((4-(2,2-dimethylpiperazin-1-yl)pyridin-2-yl)oxy)pyrrolidin-1-yl)pyridazin-3(2H)-one